2H-1,2,4-benzothiadiazine S1NC=NC2=C1C=CC=C2